OCCN (2-hydroxyethyl)-ammonia